C(C)(C)(C)OC(N(C1=NC=NC(=C1)Cl)CC=1C=C2C(=CN(C2=CC1F)[Si](C(C)C)(C(C)C)C(C)C)Cl)=O.ICCC[Si](OCC)(CCC)CCC iodopropyl-dipropyl-ethoxysilane tert-butyl-((3-chloro-6-fluoro-1-(triisopropylsilyl)-1H-indol-5-yl)methyl)(6-chloropyrimidin-4-yl)carbamate